(1r,3r)-Methyl 3-((4-bromo-2-iodo-5-methoxyphenyl)carbamoyl)cyclobutanecarboxylate BrC1=CC(=C(C=C1OC)NC(=O)C1CC(C1)C(=O)OC)I